NCCCCOC[C@H](C)OC1=NC2=C(C3=CN=CC=C13)C=CC(=C2)C(=O)OC (S)-Methyl 5-((1-(4-aminobutoxy)propan-2-yl)oxy)benzo[c][2,6]naphthyridine-8-carboxylate